(R)-(1-(2-hydroxy-2-methylpropyl)-5-methyl-1H-indazol-3-yl)(3-(pyridin-2-yl)-3-(p-tolyl)piperidin-1-yl)methanone OC(CN1N=C(C2=CC(=CC=C12)C)C(=O)N1C[C@@](CCC1)(C1=CC=C(C=C1)C)C1=NC=CC=C1)(C)C